2-(3,4,5-tri-(t-butylcarbonyloxy)-phenyl)-3,5,7-tri-(t-butylcarbonyloxy)-quinolin-4-one C(C)(C)(C)C(=O)OC=1C=C(C=C(C1OC(=O)C(C)(C)C)OC(=O)C(C)(C)C)C1=NC2=CC(=CC(=C2C(C1OC(=O)C(C)(C)C)=O)OC(=O)C(C)(C)C)OC(=O)C(C)(C)C